1-(4-((5-(3-(2,2-Difluoroethyl)-2-methyl-3H-imidazo[4,5-b]pyridin-5-yl)pyrrolo[2,1-f][1,2,4]triazin-2-yl)amino)piperidin-1-yl)ethan-1-one FC(CN1C(=NC=2C1=NC(=CC2)C=2C=CN1N=C(N=CC12)NC1CCN(CC1)C(C)=O)C)F